2-(3-fluoropyridin-4-yl)-5-methyl-N4-(2-oxo-2,3-dihydro-1,3-benzoxazol-5-yl)-2,4-pyrimidinediamine trifluoroacetate FC(C(=O)O)(F)F.FC=1C=NC=CC1C1(NC=C(C(=N1)NC=1C=CC2=C(NC(O2)=O)C1)C)N